ClC=1N=C(C2=C(N1)SC=N2)OCCC2=CNC1=CC=C(C=C21)Cl 5-chloro-7-(2-(5-chloro-1H-indol-3-yl)ethoxy)thiazolo[5,4-d]pyrimidine